tert-butyl (2-(4-(((3-fluoropyridin-2-yl)methyl)carbamoyl)-1H-1,2,3-triazol-1-yl)ethyl)carbamate FC=1C(=NC=CC1)CNC(=O)C=1N=NN(C1)CCNC(OC(C)(C)C)=O